2-chloro-N-[[4-[5-methyl-3-(trifluoromethyl)pyrazol-1-yl]phenyl]methyl]-5-nitro-pyrimidin-4-amine ClC1=NC=C(C(=N1)NCC1=CC=C(C=C1)N1N=C(C=C1C)C(F)(F)F)[N+](=O)[O-]